3-chloro-2-(5-fluoro-2-(5-fluoro-1-methyl-1H-imidazol-4-yl)phenyl)-N-((3R,6S)-6-(hydroxymethyl)tetrahydro-2H-pyran-3-yl)imidazo[1,2-a]pyridine-7-carboxamide ClC1=C(N=C2N1C=CC(=C2)C(=O)N[C@H]2CO[C@@H](CC2)CO)C2=C(C=CC(=C2)F)C=2N=CN(C2F)C